ClC=1C=CC(=C(C1)C1=C2C(=NC(=C1)C)C(=CS2)C(=O)OC)OCCN2C(=NC=1CC[C@H](CC1C2=O)N(C)C)C methyl 7-[5-chloro-2-[2-[(3S,6R)-6-(dimethylamino)-2-methyl-4-oxo-5,6,7,8-tetrahydroquinazolin-3-yl]ethoxy]phenyl]-5-methyl-thieno[3,2-b]pyridine-3-carboxylate